cobalt iron sulfate S(=O)(=O)([O-])[O-].[Fe+2].[Co+2].S(=O)(=O)([O-])[O-]